ClC1=CC(=C(C(=C1)C)C=1N=C(SC1SC(C)C)N1N=C(C(=C1C(=O)O)C1=CC(=CC=C1)F)C)C 1-(4-(4-chloro-2,6-dimethylphenyl)-5-(isopropylsulfanyl)thiazol-2-yl)-4-(3-fluorophenyl)-3-methyl-1H-pyrazole-5-carboxylic acid